C(C1=CC=CC=C1)OC(=O)NCCCCCC(=O)OCC[Si](C)(C)C 2-(trimethylsilyl)ethyl 6-(((benzyloxy)carbonyl)amino)hexanoate